N-(2,6-dichlorophenyl)-4-(2-methoxyethoxy)-2-{[1-(1-methylpiperidin-4-yl)-1H-pyrazol-4-yl]amino}pyrimidine-5-carboxamide ClC1=C(C(=CC=C1)Cl)NC(=O)C=1C(=NC(=NC1)NC=1C=NN(C1)C1CCN(CC1)C)OCCOC